NC1=C(C(=O)N)C=C(C=N1)C=1C=C2C(=NC=NC2=CC1)NC(C)C1=CC=CC=C1 2-amino-5-(4-((1-phenylethyl)amino)-quinazolin-6-yl)-nicotinamide